(S)-N-(1-hydroxybutan-2-yl)-2-(4-(methylcarbamoyl)phenyl)benzo[d]imidazo[2,1-b]thiazole-7-carboxamide OC[C@H](CC)NC(=O)C1=CC2=C(N3C(S2)=NC(=C3)C3=CC=C(C=C3)C(NC)=O)C=C1